FC1=CC(=C(C(=C1)OC[C@H]1CNCCS1)C1=CC(=NN1)NC=1N=CC(=NC1)C#N)OC (R)-5-((5-(4-fluoro-2-methoxy-6-(thiomorpholin-2-ylmethoxy)phenyl)-1H-pyrazol-3-yl)amino)pyrazine-2-carbonitrile